ClC=1C=C(C=CC1OC)S(=O)(=O)NC1=C(C(=CC=C1)B1OC(C(O1)(C)C)(C)C)F 3-chloro-N-[2-fluoro-3-(4,4,5,5-tetramethyl-[1,3,2]dioxaborolan-2-yl)-phenyl]-4-methoxy-benzenesulfonamide